O(C1=CC=CC=C1)C1=CC=C(C=C1)NC1=CN=NC(=C1)C=C N-(4-phenoxyphenyl)-6-vinylpyridazin-4-amine